ClC=1C=C(C=CC1)N1[C@H]([C@@H](N(CC1)C(=O)C1=CC(=C(C=C1)[S@](=O)CC(=O)OCC)C(F)(F)F)C)C |&1:21| (±)-Ethyl 2-((4-(4-(3-chlorophenyl)-trans-2,3-dimethylpiperazine-1-carbonyl)-2-(trifluoromethyl)phenyl)sulfinyl)acetate